C(C)(C)(C)OC(N[C@@H](CC1=CC=C(C=C1)F)CC(S(=O)(=O)C1=CC=CC=C1)(S(=O)(=O)C1=CC=CC=C1)F)=O (S)-(4-fluoro-1-(4-fluorophenyl)-4,4-bis(phenylsulfonyl)-2-butyl)carbamic acid tert-butyl ester